5-hydroxybenzofuran-2(3H)-one OC=1C=CC2=C(CC(O2)=O)C1